C1NCC12CN(CC2)C2=NC=1CC(CCC1C(=C2C#N)C2=NC(=CC1=CC=CC=C21)O)(C)C 2-(2,6-diazaspiro[3.4]octan-6-yl)-4-(3-hydroxy-1-isoquinolyl)-7,7-dimethyl-6,8-dihydro-5H-quinoline-3-carbonitrile